((2R,3S,5R)-5-(6-amino-2-fluoro-9H-purin-9-yl)-2-ethynyl-3-hydroxytetrahydrofuran-2-yl)methyl tetradecanoylglycinate C(CCCCCCCCCCCCC)(=O)NCC(=O)OC[C@]1(O[C@H](C[C@@H]1O)N1C2=NC(=NC(=C2N=C1)N)F)C#C